[6-(cyclobutyloxy)pyridin-2-yl]methanone C1(CCC1)OC1=CC=CC(=N1)C=O